C(C)N(C1=NC=2N(C3=CC(=CC=C13)[N+](=O)[O-])C=NN2)C2=CC=CC=C2 N-ethyl-8-nitro-N-Phenyl-[1,2,4]triazolo[4,3-a]quinazolin-5-amine